C(C)(=O)O[C@@H]1[C@@H](O[C@H]([C@H]([C@H]1OC(C)=O)OC(C)=O)C)ON (2s,3s,4r,5r,6s)-2-(aminooxy)-6-methyltetrahydro-2H-pyran-3,4,5-triyl triacetate